C1(CC1)C1=CC(=NN1)NC1=NC(=NC2=CC=CC=C12)C=1C=NC(=CC1)N1CC2N(C(C1)C2)CC=2SC(=CN2)C N-(5-cyclopropyl-1H-pyrazol-3-yl)-2-(6-(6-((5-methylthiazol-2-yl)methyl)-3,6-diazabicyclo[3.1.1]heptan-3-yl)pyridin-3-yl)quinazolin-4-amine